5,6-dimethylxanthone CC1=C2OC=3C=CC=CC3C(C2=CC=C1C)=O